ClC=1C=C(C(=NC1)OC)S(=O)(=O)NC=1C(=C(C(=CC1)F)C=1N=CC=2N(C1)C=NC2C(=O)O)F 6-[3-(5-chloro-2-methoxypyridine-3-sulfonamido)-2,6-difluorophenyl]imidazo[1,5-a]pyrazine-1-carboxylic acid